BrC1=CC=C(C(=C1CO)F)CBr (6-bromo-3-(bromomethyl)-2-fluorophenyl)methanol